3'-Chloro-2'-(5-fluoro-2-((5-(1-methylpiperidin-4-yl)pyridin-2-yl)amino)pyrimidin-4-yl)-5'-methylspiro[cyclopentane-1,6'-thieno[2,3-c]pyrrol]-4'(5'H)-one ClC1=C(SC=2C3(N(C(C21)=O)C)CCCC3)C3=NC(=NC=C3F)NC3=NC=C(C=C3)C3CCN(CC3)C